FC1=C(C=CC(=C1)F)CN(C(=O)NCC=1C=C2CCN(C2=CC1)C)C1CCN(CC1)C 1-[(2,4-difluorophenyl)methyl]-3-[(1-methyl-2,3-dihydro-1H-indol-5-yl)methyl]-1-(1-methylpiperidin-4-yl)urea